[4-(1-[5-(difluoromethyl)(1,3,4-thiadiazol-2-yl)]-6-{[(cyanocyclopropyl)amino]sulfonyl}(1H-indazol-4-yl))piperazinyl]-N-[2-(dimethylamino)ethyl]-N-methylcarboxamide FC(C1=NN=C(S1)N1N=CC2=C(C=C(C=C12)S(=O)(=O)NC1(CC1)C#N)N1CCN(CC1)C(=O)N(C)CCN(C)C)F